5-(2-fluorophenyl)-2-methoxy-pyridin-4-amine FC1=C(C=CC=C1)C=1C(=CC(=NC1)OC)N